1-(6-((4-(4-((3R,4S)-7-hydroxy-3-phenylchroman-4-yl)phenyl)piperazin-1-yl)methyl)pyridazin-3-yl)dihydropyrimidine-2,4(1H,3H)-dione OC1=CC=C2[C@@H]([C@@H](COC2=C1)C1=CC=CC=C1)C1=CC=C(C=C1)N1CCN(CC1)CC1=CC=C(N=N1)N1C(NC(CC1)=O)=O